NC=1C(NC2=CC=C(C=C2C1C1=CC(=CC=C1)OC)Cl)=O 3-Amino-6-chloro-4-(3-methoxyphenyl)-1H-quinolin-2-one